(3S)-11-(2,4-difluorophenyl)-8-((3S,5R)-3,5-dimethylpiperazin-1-yl)-3-ethoxy-10-(trifluoromethyl)-3,4-dihydro-2H,6H-[1,4]thiazepino[2,3,4-ij]quinazolin-6-one FC1=C(C=CC(=C1)F)C1=C(C=C2C(=NC(N3C2=C1SC[C@H](C3)OCC)=O)N3C[C@@H](N[C@@H](C3)C)C)C(F)(F)F